NC(C(=O)OCC=CCCCCC)C.[Na] sodium beta-octenyl aminopropionate